FC(CS(=O)(=O)C=1C=C(C=CC1)NC(OC(C)(C)C)=O)(F)F tert-butyl (3-((2,2,2-trifluoroethyl)sulfonyl)phenyl)carbamate